C(C1=CC=CC=C1)(=O)C1=CC(=CC=C1)C(C1=CC=CC=C1)=O 1,3-dibenzoylbenzene